2,4-dipropyl-6-p-nitrophenyl-1,3,5-triazine C(CC)C1=NC(=NC(=N1)CCC)C1=CC=C(C=C1)[N+](=O)[O-]